1,4-dimethyl-6,7-dihydro-5H-cyclopenta[c]pyridin CC1=NC=C(C2=C1CCC2)C